Cl.NC(CO)(CO)CCC1=CC=C(C=C1)CCCCCCCC 2-amino-2-[2-(4-octylphenyl)ethyl]-1,3-propylene glycol hydrochloride